N-(7-fluoro-1,1,3-trimethyl-indan-4-yl)-1-methyl-pyrazole-4-carboxamide FC=1C=CC(=C2C(CC(C12)(C)C)C)NC(=O)C=1C=NN(C1)C